1-(4-(5-(difluoromethyl)-1,3,4-oxadiazole-2-yl)benzyl)-3-(2-methoxyethyl)quinazoline-2,4(1H,3H)-dione FC(C1=NN=C(O1)C1=CC=C(CN2C(N(C(C3=CC=CC=C23)=O)CCOC)=O)C=C1)F